C(CC)[SiH2]C(OC)OC propyl-dimethoxymethyl-silane